FC1=C(C=CC(=C1)N=C=S)C1=NOC(=C1)C=1C(=NC=C(N1)C1=CC=C(C=C1)S(=O)(=O)C(C)C)NC([O-])=O 3-(3-(2-fluoro-4-isothiocyanatophenyl)isoxazol-5-yl)-(5-(4-(isopropylsulfonyl)phenyl)-pyrazin-2-yl)carbamate